C(C1=CC=CC=C1)NS(=O)(=O)CC1=CC=C(C=C1)O benzyl-4-hydroxyphenylmethyl-sulfonamide